3-(4-chlorophenyl)-N-[(cis)-2-hydroxycyclohexyl]-6-oxo-6H-1,4'-bipyridazine-5-carboxamide ClC1=CC=C(C=C1)C1=NN(C(C(=C1)C(=O)N[C@H]1[C@H](CCCC1)O)=O)C1=CN=NC=C1